D-Glutaminic acid N[C@H](CCC(N)=O)C(=O)O